CC=1N=CSC1C(=O)O 4-METHYLTHIAZOLE-5-CARBOXYLIC ACID